tert-butyl (R)-3-((3-(6-morpholino-1H-benzo[d]imidazol-2-yl)-1H-indazole-5-carboxamido)methyl)pyrrolidine-1-carboxylate O1CCN(CC1)C=1C=CC2=C(NC(=N2)C2=NNC3=CC=C(C=C23)C(=O)NC[C@@H]2CN(CC2)C(=O)OC(C)(C)C)C1